(3S)-4-amino-3-methyl-N-((3S)-tetrahydro-3-furanylmethyl)-N-((5-(trifluoromethyl)-2-pyridinyl)methyl)-1,3-dihydrofuro[3,4-c]quinoline-8-carboxamide NC1=NC=2C=CC(=CC2C2=C1[C@@H](OC2)C)C(=O)N(CC2=NC=C(C=C2)C(F)(F)F)C[C@H]2COCC2